ethyl 2-({6-[(1,3-benzothiazol-2-yl)amino]-5-methylpyridazin-3-yl}(methyl)amino)-5-(1-methylpiperidin-4-yl)-1,3-thiazole-4-carboxylate S1C(=NC2=C1C=CC=C2)NC2=C(C=C(N=N2)N(C=2SC(=C(N2)C(=O)OCC)C2CCN(CC2)C)C)C